N-(5-((8-(4-fluoro-2-isopropoxyphenyl)quinazolin-2-yl)amino)-2-methylphenyl)acetamide FC1=CC(=C(C=C1)C=1C=CC=C2C=NC(=NC12)NC=1C=CC(=C(C1)NC(C)=O)C)OC(C)C